P[B] phosphino-boron